Tert-butyl (3-((2-aminoethoxy)methyl)cyclobutyl)((2-chloro-[1,1'-biphenyl]-4-yl)methyl)carbamate NCCOCC1CC(C1)N(C(OC(C)(C)C)=O)CC1=CC(=C(C=C1)C1=CC=CC=C1)Cl